ClC=1C=C(NC2(CCC3(N(CC4=CC=CC=C34)C[C@H](COC3=CC=NC=4CCC[C@H](C34)C)C)CC2)C(=O)O)C=CC1 (1s,4S)-4-(3-chloroanilino)-2'-[(2R)-2-methyl-3-{[(5R)-5-methyl-5,6,7,8-tetrahydroquinolin-4-yl]oxy}propyl]-2',3'-dihydrospiro[cyclohexane-1,1'-isoindole]-4-carboxylic acid